7-(((6-(Piperidin-4-yl)pyridin-2-yl)oxy)methyl)-2,3-dihydrobenzofuran-4-carbonitrile N1CCC(CC1)C1=CC=CC(=N1)OCC=1C=CC(=C2CCOC21)C#N